FC(C)(F)C=1C=NC(=NC1)N1CC=2N(CC1)N=C(C2)COC[C@H](C)NC=2C(=CN=NC2)C(F)(F)F (S)-5-((1-((5-(5-(1,1-difluoroethyl)pyrimidin-2-yl)-4,5,6,7-tetrahydropyrazolo[1,5-a]pyrazin-2-yl)methoxy)propan-2-yl)amino)-4-(trifluoromethyl)pyridazin